CC=1C=C(NC2=NC=C(C(=N2)NC2=NC(=CC=C2)N2C(OCC2)=O)C#N)C=CC1C1CCN(CC1)C 2-[3-methyl-4-(1-methyl-4-piperidyl)anilino]-4-[[6-(2-oxooxazolidin-3-yl)-2-pyridyl]amino]pyrimidine-5-carbonitrile